CN1N=C(C=C1)C=1C(=C(C=CC1)S)Cl 3-(1-methyl-1H-pyrazol-3-yl)-2-chloro-thiophenol